2,2,6-trimethyl-cyclohexane CC1(CC(CCC1)C)C